Ethyl-MenthaneCarboxamide C(C)C1(CC(C(CC1)C(C)C)C(=O)N)C